FC1=C(C2=C(C=C(C=C2C=C1)OCOC)B1OC(C(O1)(C)C)(C)C)C#C[Si](C(C)C)(C(C)C)C(C)C {2-[2-fluoro-6-(methoxymethoxy)-8-(4,4,5,5-tetramethyl-1,3,2-dioxaborolan-2-yl)naphthalen-1-yl]ethynyl}triisopropylsilane